O[C@@H]1[C@@H](C2=CC=CC=C2C1)NC(=O)C1=CC2=C(N=C(S2)C2CCNCC2)C=C1 N-((1R,2S)-2-hydroxy-2,3-dihydro-1H-inden-1-yl)-2-(piperidin-4-yl)benzo[d]thiazole-6-carboxamide